4-(3,4-difluorophenyl)-2-(ethyl-(2-ethyl-7-fluoro-5-(piperazin-1-yl)-2H-indazol-3-yl)amino)thiazole-5-carbonitrile FC=1C=C(C=CC1F)C=1N=C(SC1C#N)N(C=1N(N=C2C(=CC(=CC12)N1CCNCC1)F)CC)CC